i-propyl-triphenoxysilane C(C)(C)[Si](OC1=CC=CC=C1)(OC1=CC=CC=C1)OC1=CC=CC=C1